2-(4,4-difluoropiperidin-1-yl)-6-methoxy-7-(3-(pyrrolidin-1-yl)prop-1-yn-1-yl)-N-(tetrahydro-2H-pyran-4-yl)quinazolin-4-amine FC1(CCN(CC1)C1=NC2=CC(=C(C=C2C(=N1)NC1CCOCC1)OC)C#CCN1CCCC1)F